C(#N)C1(CN(C1)C(=O)NC=1SC(=C(N1)C1=CC(=CC=C1)C#N)C1=CC(=NC(=C1)C)C)C 3-Cyano-N-[4-(3-Cyanophenyl)-5-(2,6-dimethyl-4-pyridyl)thiazol-2-yl]-3-methyl-azetidin-1-carboxamid